ethyl (Z)-3-(3-chlorophenyl)-2-fluorobut-2-enoate ClC=1C=C(C=CC1)\C(=C(\C(=O)OCC)/F)\C